C1(CC1)C1=C(C(=O)OC)C=C(C(=C1)CN1CCC2(CC(N(C2)C2=CC=C(C=C2)CCCCNC(=O)NC(CO)(CO)CO)=O)CC1)OCC methyl 2-cyclopropyl-4-((2-(4-(4-(3-(1,3-dihydroxy-2-(hydroxymethyl)propan-2-yl)ureido)butyl)phenyl)-3-oxo-2,8-diazaspiro[4.5]decan-8-yl)methyl)-5-ethoxybenzoate